Octyl (S)-2-((S)-2-amino-6-diazo-5-oxohexanamido)-6-diazo-5-oxohexanoate N[C@H](C(=O)N[C@H](C(=O)OCCCCCCCC)CCC(C=[N+]=[N-])=O)CCC(C=[N+]=[N-])=O